1-[6-(2-hydroxyphenyl)pyridazin-4-yl]-4-methoxypiperidine-4-carboxylic acid OC1=C(C=CC=C1)C1=CC(=CN=N1)N1CCC(CC1)(C(=O)O)OC